5-{3-[(3,5-difluorophenyl)methoxy]-5-fluoropyridin-2-yl}-1-methylpyrrole-3-carboxylic acid FC=1C=C(C=C(C1)F)COC=1C(=NC=C(C1)F)C1=CC(=CN1C)C(=O)O